N1(CCCCCC1)C=1N=NC(=CC1C(=O)OC)I methyl 3-(azepan-1-yl)-6-iodopyridazine-4-carboxylate